FC1=C(CBr)C=C(C=C1F)F 2,3,5-trifluorobenzyl bromide